5-Hydroxy-8-methoxy-2,2-dimethyl-7-(3-methylbut-2-en-1-yl)-6-oxo-2H,6H-pyrano[3,2-b]xanthen-9-yl acetate C(C)(=O)OC1=CC=2OC=3C=C4C(=C(C3C(C2C(=C1OC)CC=C(C)C)=O)O)C=CC(O4)(C)C